imidazolecarboxylic acid zinc [Zn].N1C(=NC=C1)C(=O)O